N-(2,6-dichlorophenyl)-4-ethoxy-2-{[6-(4-methylpiperazin-1-yl)pyridin-3-yl]amino}pyrimidine-5-carboxamide ClC1=C(C(=CC=C1)Cl)NC(=O)C=1C(=NC(=NC1)NC=1C=NC(=CC1)N1CCN(CC1)C)OCC